1,1'-(1,3-phenylenebis(propane-3,1-diyl))bis(1-methylpyrrolidin-1-ium) Hydroxide [OH-].C1(=CC(=CC=C1)CCC[N+]1(CCCC1)C)CCC[N+]1(CCCC1)C.[OH-]